[4-{1-(dibenzofuran-3-yl)naphthalene-2-yl}phenyl]phenylamine C1=CC(=CC=2OC3=C(C21)C=CC=C3)C3=C(C=CC2=CC=CC=C32)C3=CC=C(C=C3)NC3=CC=CC=C3